C(C)N1C(NC2=C(C(=CC=3C2=C1N=CN3)CN3CCN(CC3)C3=C(C=C(C(=O)NOC)C=C3)F)F)=O 4-(4-((3-ethyl-9-fluoro-2-oxo-2,3-dihydro-1H-pyrimido[4,5,6-de]quinazolin-8-yl)methyl)piperazin-1-yl)-3-fluoro-N-methoxybenzamide